3',6'-diacetoxy-2',7'-difluoro-3-oxo-3H-spiro[isobenzofuran-1,9'-xanthene]-6-Carboxylic acid C(C)(=O)OC=1C(=CC=2C3(C4=CC(=C(C=C4OC2C1)OC(C)=O)F)OC(C1=CC=C(C=C13)C(=O)O)=O)F